5-Iodo-1-methyl-1H-indazol-3-ol IC=1C=C2C(=NN(C2=CC1)C)O